S1C2=C(C=C1)C=C(C=C2)CNC(=O)[C@H]2CN(CC2)C=2C=1C(N=CN2)=NN(C1)C1=CC=C(C=C1)C(F)(F)F (R)-N-(benzo[b]thiophen-5-ylmethyl)-1-(2-(4-(trifluoromethyl)phenyl)-2H-pyrazolo[3,4-d]pyrimidin-4-yl)pyrrolidine-3-carboxamide